(Z)-1,3-dioxacyclopent-2-ylmethoxyimino(phenyl)acetonitrile O1C(OCC1)CO\N=C(/C#N)\C1=CC=CC=C1